(S)-2-methyl-5-oxopiperazine-1-carboxylate C[C@@H]1N(CC(NC1)=O)C(=O)[O-]